1-(1-ethoxybutan-2-yl)-1H-pyrazol C(C)OCC(CC)N1N=CC=C1